(4-(Cyclopropanecarbonyl)piperazin-1-yl)(6-fluoro-4-(6-azaspiro[2.5]octan-6-yl)quinolin-3-yl)methanone C1(CC1)C(=O)N1CCN(CC1)C(=O)C=1C=NC2=CC=C(C=C2C1N1CCC2(CC2)CC1)F